ClC1=CC=C(C=C1)CN1SC(=NC1=O)NC(C1=CC=CC=C1)=O N-[2-[(4-chlorophenyl)methyl]-3-oxo-1,2,4-thiadiazol-5-yl]benzamide